Cl.N[C@H](C(=O)N)C[C@H]1C(NCCO1)=O (S)-2-amino-3-((S)-3-oxomorpholin-2-yl)propanamide hydrochloride